tert-Butyl-[[6-[2-isopropyl-5-[2-(trifluoromethyl)pyrimidin-4-yl]pyrazol-3-yl]-3-bicyclo[3.1.0]hexanyl]oxy]-diphenyl-silane C(C)(C)(C)[Si](C1=CC=CC=C1)(C1=CC=CC=C1)OC1CC2C(C2C1)C=1N(N=C(C1)C1=NC(=NC=C1)C(F)(F)F)C(C)C